C(C)(C)(C)C1=CC=C(OC=2C=C(C(C#N)=CC2)C#N)C=C1 4-(4-tert-butylphenoxy)phthalonitrile